trans-3-[(3,4-difluorobenzyl)oxy]-N-[3-(4-ethyl-6-oxo-1,6-dihydropyrimidin-2-yl)-2-fluoro-4-(trifluoromethyl)benzyl]cyclobutane-1-carboxamide FC=1C=C(CO[C@@H]2C[C@H](C2)C(=O)NCC2=C(C(=C(C=C2)C(F)(F)F)C=2NC(C=C(N2)CC)=O)F)C=CC1F